2-(1,4-dioxo-1,2,3,4-tetrahydrophthalazin-2-yl)-N-[2-(1H-indol-3-yl)propyl]acetamide O=C1N(NC(C2=CC=CC=C12)=O)CC(=O)NCC(C)C1=CNC2=CC=CC=C12